FC1(CCC(CCC1)OC1=CC(=C(C=C1)OC)[N+](=O)[O-])F 1,1-Difluoro-4-(4-methoxy-3-nitrophenoxy)cycloheptane